5-(4-aminophenoxy)-isophthalic acid NC1=CC=C(OC=2C=C(C=C(C(=O)O)C2)C(=O)O)C=C1